9,9-Dioctyl-N,N-bis[3-(4,4,5,5-tetramethyl-1,3,2-dioxaborolan-2-yl)phenyl]-9H-fluoren-2-amine C(CCCCCCC)C1(C2=CC=CC=C2C=2C=CC(=CC12)N(C1=CC(=CC=C1)B1OC(C(O1)(C)C)(C)C)C1=CC(=CC=C1)B1OC(C(O1)(C)C)(C)C)CCCCCCCC